ClC=1C(=CC2=C(OCO2)C1C=1CC[C@H](NCC1)C)NC1=NC(=CC(=N1)NC)C |o1:13| N2-[6-chloro-7-[rel-(2R)-2-methyl-2,3,4,7-tetrahydro-1H-azepin-5-yl]-1,3-benzodioxol-5-yl]-N4,6-dimethyl-pyrimidine-2,4-diamine